3-(4-chlorophenyl)-5-phenyl-5-vinyloxazolidine-2,4-dione ClC1=CC=C(C=C1)N1C(OC(C1=O)(C=C)C1=CC=CC=C1)=O